Cl.COC1=C(C[C@H](N)C)C=C(C=C1)OC |r| (+/-)-2,5-dimethoxyamphetamine HCl